(S)-3-(1-(3-(4,5-dimethyl-2H-1,2,3-triazol-2-yl)propyl)pyrrolidin-3-yl)-1H-indole-4-ol CC1=NN(N=C1C)CCCN1C[C@@H](CC1)C1=CNC=2C=CC=C(C12)O